tert-Butyl (2S,4R)-2-[[1-acetyl-3-[4-(4-methylthiazol-5-yl)phenyl]azetidin-3-yl]carbamoyl]-4-hydroxy-pyrrolidine-1-carboxylate C(C)(=O)N1CC(C1)(C1=CC=C(C=C1)C1=C(N=CS1)C)NC(=O)[C@H]1N(C[C@@H](C1)O)C(=O)OC(C)(C)C